[(3S)-3-(1H-1,2,4-Triazol-5-yl)pyrrolidin-1-yl]-[6-[[4-(trifluoromethyl)oxazol-2-yl]methyl]-2-azaspiro[3.3]heptan-2-yl]methanone N1N=CN=C1[C@@H]1CN(CC1)C(=O)N1CC2(C1)CC(C2)CC=2OC=C(N2)C(F)(F)F